N1C(=CC2=CC=CC=C12)C1=C(C2=CC=CC=C2C=C1)O indolyl-naphthol